(5-((dimethylamino)methyl)-6-(tetrahydrofuran-3-yl)pyridin-3-yl)cyclopropanecarboxamide CN(C)CC=1C=C(C=NC1C1COCC1)C1(CC1)C(=O)N